C(C)(C)(C)OC(CCCCCCCCCCC(=O)NC=1N=C2N(N=C(C=C2)C2=CC3=C(OCCN3C(=O)OC(C)C)N=C2)C1)=O isopropyl 7-(2-(12-(tert-butoxy)-12-oxododecanamido)imidazo[1,2-b]pyridazin-6-yl)-2,3-dihydro-1H-pyrido[2,3-b][1,4]oxazine-1-carboxylate